propyl-dimethoxyethoxysilane C(CC)[SiH2]OCC(OC)OC